FC1=C2C(C=C(NC2=CC(=C1)F)C=1C=C(C#N)C=CC1S(=O)(=O)C)=O 3-(5,7-Difluoro-4-oxo-1,4-dihydroquinolin-2-yl)-4-(methylsulfonyl)benzonitrile